C(#N)C1=C2C(=NC=C1OC1=CC(=NC=C1)NC(OCCN1CCOCC1)=O)N=C(N2C)NC=2C(N(C=C(C2)C(F)(F)F)C)=O 2-Morpholinoethyl (4-((7-cyano-1-methyl-2-((1-methyl-2-oxo-5-(trifluoromethyl)-1,2-dihydropyridin-3-yl)amino)-1H-imidazo[4,5-b]pyridin-6-yl)oxy)pyridin-2-yl)carbamate